Methyl 5-((3-(tert-butyl)phenyl)amino)-2-methylimidazo[1,2-c]quinazoline-8-carboxylate C(C)(C)(C)C=1C=C(C=CC1)NC1=NC=2C=C(C=CC2C=2N1C=C(N2)C)C(=O)OC